C(C1=CC=CC=C1)(=O)NC=1[Se]C(=CN1)C(=O)NC1=CC=C(C=C1)Br 2-(benzoylamino)-N-(4-bromophenyl)-1,3-selenazol-5-carboxamide